OC(CCN1C(N(C2=C1C=CC=C2)C)=O)(C)C 3-(3-hydroxy-3-methyl-butyl)-1-methyl-benzimidazol-2-one